2-(3-(ethylsulfonyl)-5-(2-(trifluoromethyl)pyrazolo[1,5-a]pyrimidin-5-yl)pyridin-2-yl)-6-(trifluoromethyl)-[1,2,4]triazolo[4,3-a]pyridin-3(2H)-one C(C)S(=O)(=O)C=1C(=NC=C(C1)C1=NC=2N(C=C1)N=C(C2)C(F)(F)F)N2N=C1N(C=C(C=C1)C(F)(F)F)C2=O